(4-(3-(dimethylamino)-5-iodophenoxy)phenyl)(phenyl)methanone CN(C=1C=C(OC2=CC=C(C=C2)C(=O)C2=CC=CC=C2)C=C(C1)I)C